1-(methyl)piperidin-4-amine CN1CCC(CC1)N